ClC=1C=C2C=C(NC2=CC1C1=NC=C(N=C1)OC)CNC(=O)C1(CC1)F N-((5-chloro-6-(5-methoxypyrazin-2-yl)-1H-indol-2-yl)methyl)-1-fluorocyclopropane-1-carboxamide